4-chloro-1-(1-(4-(5-(methylamino)pyridazin-3-yl)-1H-1,2,3-triazol-1-yl)ethyl)pyridin-2(1H)-one ClC1=CC(N(C=C1)C(C)N1N=NC(=C1)C=1N=NC=C(C1)NC)=O